FC1=C(C=CC(=C1)F)S(=O)(=O)NC=1C(=NC=C(C1)C=1C=C2C(=NC=NC2=C(C1)OCC1(COC1)C)C)OC 2,4-difluoro-N-[2-methoxy-5-[4-methyl-8-[(3-methyloxetan-3-yl)methoxy]quinazolin-6-yl]pyridin-3-yl]benzenesulfonamide